3-(4-(3-(3-Methyl-1H-pyrazol-4-yl)pyrrolidin-1-yl)pyrimidin-2-yl)-6-(trifluoromethyl)imidazo[1,2-a]pyrazine CC1=NNC=C1C1CN(CC1)C1=NC(=NC=C1)C1=CN=C2N1C=C(N=C2)C(F)(F)F